7-Bromo-6-chloro-8-fluoro-5-((3R)-2-methyl-3-(methylamino)butoxy)-2-(methylthio)quinazolin-4-ol BrC1=C(C(=C2C(=NC(=NC2=C1F)SC)O)OCC([C@@H](C)NC)C)Cl